9,9-bis[(2,3-epoxypropoxy)phenyl]fluorene C(C1CO1)OC1=C(C=CC=C1)C1(C2=CC=CC=C2C=2C=CC=CC12)C1=C(C=CC=C1)OCC1CO1